(1R,2S)-5'-methoxy-2-{3-[(3-methoxy-6-methylpyridin-2-yl)amino]-1H-indazol-6-yl}-1'H-spiro[cyclopropane-1,3'-indol]-2'-one COC=1C=C2[C@]3(C(NC2=CC1)=O)[C@@H](C3)C3=CC=C1C(=NNC1=C3)NC3=NC(=CC=C3OC)C